COC(C1=CC=C(C=C1)S(=O)(=O)C)=O 4-methylsulfonylbenzoic acid methyl ester